C(C)N1CCN(CC1)C1=NC2=CC=C(C=C2C(=C1)C)NC(=S)NCCCN1CCNCC1 1-(2-(4-ethylpiperazin-1-yl)-4-methylquinolin-6-yl)-3-(3-(piperazin-1-yl)propyl)thiourea